FC(F)(F)C1=NOC2=C1C=CC=C2 TRIFLUOROMETHYLBENZO[D]ISOXAZOL